tert-Butyl 3-(6-(2-hydroxy-4-(trifluoromethyl)phenyl)-5-methylpyridazine-3-carbonyl)piperidine-1-carboxylate OC1=C(C=CC(=C1)C(F)(F)F)C1=C(C=C(N=N1)C(=O)C1CN(CCC1)C(=O)OC(C)(C)C)C